(3aR,6aS)-5-benzyl-N-(3-methoxyphenyl)hexahydrocyclopenta[c]pyrrole-2(1H)-carboxamide C(C1=CC=CC=C1)C1C[C@@H]2[C@@H](CN(C2)C(=O)NC2=CC(=CC=C2)OC)C1